COC=1C=C(CCOC(C(C(C)=O)C)=O)C=CC1OC Methyl-3-oxobutanoic acid 3,4-dimethoxyphenethyl ester